ClC1=C(C=CC(=C1)OC(F)F)C=1N=C2N(C(=NC(=C2)C)N2CCC3(CCCC3N)CC2)C1 8-(2-chloro-4-(difluoromethoxy)phenyl-7-methylimidazo[1,2-c]pyrimidin-5-yl)-8-azaspiro[4.5]decan-1-amine